diazatetracyclo[14.7.2.03,6.019,24]pentacosa-8,16(25),17,19(24)-tetraene N12NC3CCC3CC=CCCCCCCC=3C=CC(CCCC1)=C2C3